bipyrimidine iodide salt [I-].N1=C(N=CC=C1)C1=NC=CC=N1